NC1=C(C=C2C(=NC=NC2=C1)OC=1C=C(C(=O)NC2=CC(=C(C=C2)CN2CCN(CC2)CC)C(F)(F)F)C=CC1C)OC 3-(7-amino-6-methoxyquinazolin-4-yloxy)-N-(4-((4-ethylpiperazin-1-yl)methyl)-3-(trifluoromethyl)phenyl)-4-methylbenzamide